[4-(4-isopropoxyphenyl)sulfonylmorpholin-2-yl]benzothiophene-2-carboxamide C(C)(C)OC1=CC=C(C=C1)S(=O)(=O)N1CC(OCC1)C1=C(SC2=C1C=CC=C2)C(=O)N